tert-butyl 4-((4-(6-(2,6-dioxopiperidin-3-yl)pyridin-3-yl)piperazin-1-yl)methyl)piperidine-1-carboxylate O=C1NC(CCC1C1=CC=C(C=N1)N1CCN(CC1)CC1CCN(CC1)C(=O)OC(C)(C)C)=O